3-(5-(tert-butylamino)-2-(1-(tetrahydro-2H-pyran-2-yl)-1H-pyrazol-5-yl)thieno[3,2-b]pyridin-7-ylamino)-1-propanol C(C)(C)(C)NC1=CC(=C2C(=N1)C=C(S2)C2=CC=NN2C2OCCCC2)NCCCO